2-chloro-4-fluoro-6-(5-methyl-3-((3aS,7aR)-6-methyloctahydro-1H-pyrrolo[2,3-c]pyridin-1-yl)-1,2,4-triazin-6-yl)phenol ClC1=C(C(=CC(=C1)F)C1=C(N=C(N=N1)N1CC[C@H]2[C@@H]1CN(CC2)C)C)O